(3-formylphenyl)boronic acid C(=O)C=1C=C(C=CC1)B(O)O